4-iodo-1H-pyrazolo[3,4-b]pyridine-7-oxide IC1=C2C(=[N+](C=C1)[O-])NN=C2